2-methyl-3-(trifluoromethyl)-1H-pyrazol-5-ol CN1NC(=CC1C(F)(F)F)O